3-(3-ethylureido)isoxazol C(C)NC(NC1=NOC=C1)=O